(4-(1H-pyrazol-1-yl)phenyl)ethan-1-one tert-butyl-((4-((5-((1s,3s)-3-(hydroxymethyl)cyclobutyl)pyrimidin-2-yl)amino)phenyl)sulfonyl)carbamate C(C)(C)(C)OC(NS(=O)(=O)C1=CC=C(C=C1)NC1=NC=C(C=N1)C1CC(C1)CO)=O.N1(N=CC=C1)C1=CC=C(C=C1)C(C)=O